BrC1=CC(=C(C=C1F)N1CC2N(CCC2C1)C(=O)OC(C)(C)C)F tert-Butyl 5-(4-bromo-2,5-difluorophenyl)hexahydropyrrolo[3,4-b]pyrrole-1(2H)-carboxylate